(S)-1-(2,4-Difluorobenzyl)-N-(2,4-dimethyl-5-oxo-5,6,7,8-tetrahydro-4H-pyrazolo[1,5-a][1,3]diazepin-6-yl)-1H-1,2,4-triazol-3-carboxamid FC1=C(CN2N=C(N=C2)C(=O)N[C@@H]2C(N(C=3N(CC2)N=C(C3)C)C)=O)C=CC(=C1)F